ClC1=CC(=C(C=C1)C1(OC(C2=C(O1)C=CC=C2)C2CCN(CC2)CC2=CN(C1=C(O2)C=CC(=C1)C(=O)O)C[C@H]1OCC1)C)F 2-((4-(2-(4-chloro-2-fluorophenyl)-2-methylbenzo[d][1,3]dioxan-4-yl)piperidin-1-yl)methyl)-4-(((S)-oxetan-2-yl)methyl)-4H-benzo[b][1,4]oxazine-6-carboxylic acid